octadecanol-saccharic acid OC(=O)[C@H](O)[C@@H](O)[C@H](O)[C@H](O)C(=O)O.C(CCCCCCCCCCCCCCCCC)O